C[C@@H]1O[C@H](CN(C1)CC(=O)NC=1C=C(C(=NC1)C)NC(=O)C=1C=NN2C1SC(=C2)\C=C\COC)C N-(5-(2-(trans-2,6-dimethylmorpholino)acetamido)-2-methylpyridin-3-yl)-2-((E)-3-methoxyprop-1-en-1-yl)pyrazolo[5,1-b]thiazole-7-carboxamide